NC=1C=C(C(=NC1C=1OC(=NN1)C(CCCC1OCCO1)(C(F)(F)F)OCC1=CC=CC=C1)CC(=O)OCC)C(F)(F)F Ethyl 2-[5-amino-6-[5-[1-benzyloxy-4-(1,3-dioxolan-2-yl)-1-(trifluoromethyl)butyl]-1,3,4-oxadiazol-2-yl]-3-(trifluoromethyl)-2-pyridyl]acetate